C1(=CC(=CC=C1)CCCC1C(C1)C(=O)O)C 2-(3-m-tolylpropyl)-cyclopropanecarboxylic acid